2-cyclopropoxyisonicotinic acid C1(CC1)OC=1C=C(C(=O)O)C=CN1